CN(C(OC1=CC2=C(C(=C(C(O2)=O)CC2=C(C(=CC=C2)NS(NC)(=O)=O)F)CBr)C=C1)=O)C 4-(bromomethyl)-3-(2-fluoro-3-((N-methylsulfamoyl) amino) benzyl)-2-oxo-2H-benzopyran-7-yl dimethylcarbamate